tert-butyl (R)-3,4-bis((tert-butoxycarbonyl)amino)butanoate C(C)(C)(C)OC(=O)N[C@H](CC(=O)OC(C)(C)C)CNC(=O)OC(C)(C)C